BrC=1C=CN2N=C(N=C(C21)OC([2H])([2H])[2H])Cl 5-Bromo-2-chloro-4-(methoxy-d3)pyrrolo[2,1-f][1,2,4]triazine